4-bromo-3-(5-carbamoyl-1H-benzo[d]imidazol-2-yl)-7-fluorobenzo[b]thiophene-2-carboxylic acid ethyl ester C(C)OC(=O)C1=C(C2=C(S1)C(=CC=C2Br)F)C2=NC1=C(N2)C=CC(=C1)C(N)=O